C(C)(C)(C)OC(=O)N1[C@H](CCC1)COC=1C=C(C(=O)O)C=C(C1)C=1SC(=CN1)C 3-{[(2R)-1-(tert-Butoxycarbonyl)pyrrolidin-2-yl]methoxy}-5-(5-methyl-1,3-thiazol-2-yl)benzoic acid